C1(CC1)C1=NC=NC(=C1C=1N=C(C2=C(N1)COC2)NCC2=CC=C(C=C2)C=2N(C=C(N2)C(F)(F)F)C(C)C)OC 2-(4-cyclopropyl-6-methoxypyrimidin-5-yl)-N-(4-(1-isopropyl-4-(trifluoromethyl)-1H-imidazol-2-yl)benzyl)-5,7-dihydrofuro[3,4-d]pyrimidin-4-amine